O=C1NC(CCC1N1C(C2=CC=CC(=C2C1)N[C@H]1C[C@H]([C@@H](CC1)NC(OC(C)(C)C)=O)F)=O)=O tert-butyl ((1R,2R,4R)-4-((2-(2,6-dioxopiperidin-3-yl)-1-oxoisoindolin-4-yl)amino)-2-fluorocyclohexyl)carbamate